BrC1=CC(=CC2=C1N(C(N2)=O)C)OC 7-bromo-5-methoxy-1-methyl-1,3-dihydro-2H-benzo[d]imidazol-2-one